(S)-2-Phenyl-1-(2-(3-(3-phenylpropyl)-1,2,4-oxadiazol-5-yl)piperidin-1-yl)ethan-1-one C1(=CC=CC=C1)CC(=O)N1[C@@H](CCCC1)C1=NC(=NO1)CCCC1=CC=CC=C1